C(C1=CC=CC=C1)OC(=O)N1CCN(C2=CC=CC(=C12)C)C1=CC2=C(N=C(N=C2)NCC2=C(C=C(C=C2)OC)OC)N(C1=O)C1=CC(=CC=C1)Cl 4-[8-(3-chlorophenyl)-2-[(2,4-dimethoxyphenyl)methylamino]-7-oxo-pyrido[2,3-d]pyrimidin-6-yl]-8-methyl-2,3-dihydroquinoxaline-1-carboxylic acid benzyl ester